C(#N)[C@H]1N(CSC1)C(CNC(=O)C1=CC=NC2=CC=C(C=C12)N1C[C@H]([C@@H](C1)F)F)=O N-(2-((R)-4-Cyanothiazolidin-3-yl)-2-oxoethyl)-6-((3R,4R)-3,4-difluoro-pyrrolidin-1-yl)quinoline-4-carboxamide